(2R-3S,4R,5R)-5-(4-((S)-2-amino-3-methylbutanamido)pyrrolo[2,1-f][1,2,4]triazin-7-yl)-5-cyano-4-hydroxy-2-(hydroxymethyl)tetrahydrofuran-3-yl 3-methylbutanoate CC(CC(=O)O[C@@H]1[C@H](O[C@@]([C@@H]1O)(C#N)C1=CC=C2C(=NC=NN21)NC([C@H](C(C)C)N)=O)CO)C